7-(3-methylmorpholino)-4-(o-tolyl)-2H-pyrano[2,3-b]pyridin-2-one CC1COCCN1C1=CC=C2C(=N1)OC(C=C2C2=C(C=CC=C2)C)=O